Rac-2-(N-[4-amino-5-(6-bromopyridine-3-carbonyl)thiazol-2-yl]-4-fluoro-anilino)propanamide NC=1N=C(SC1C(=O)C=1C=NC(=CC1)Br)N(C1=CC=C(C=C1)F)[C@@H](C(=O)N)C |r|